4,6-dichloro-2-propylthiopyrimidine ClC1=NC(=NC(=C1)Cl)SCCC